ClC1=C(N(C=2C(N(C=C(C21)Cl)C2=CC(=CC=C2)C2(CC1(CC1)C2)C2=NN=CN2C)=O)COCC[Si](C)(C)C)CO 3,4-dichloro-2-(hydroxymethyl)-6-{3-[5-(4-methyl-4H-1,2,4-triazol-3-yl)spiro[2.3]hexan-5-yl]phenyl}-1-{[2-(trimethylsilyl)ethoxy]methyl}-1,6-dihydro-7H-pyrrolo[2,3-c]pyridin-7-one